(E)-2-(4-hydroxy-3-methoxybenzylidene)-6-hydroxy-2,3-dihydro-1H-inden-1-one OC1=C(C=C(\C=C/2\C(C3=CC(=CC=C3C2)O)=O)C=C1)OC